C(C)(C)(C)[Si](OC(C(=O)O)CC)(C1=CC=CC=C1)C1=CC=CC=C1 2-[tert-butyl-(diphenyl)silyl]Oxy-butyric acid